5-(4-((4-(1-isopropyl-4-(trifluoromethyl)-1H-imidazol-2-yl)benzyl)amino)imidazo[2,1-f][1,2,4]triazin-2-yl)pyrimidin-4-ol C(C)(C)N1C(=NC(=C1)C(F)(F)F)C1=CC=C(CNC2=NC(=NN3C2=NC=C3)C=3C(=NC=NC3)O)C=C1